C(C1=CC=CC=C1)O[C@H]1C(O[C@@H]([C@H]([C@@H]1OCC1=CC=CC=C1)OCC1=CC=CC=C1)C)=O (3R,4S,5R,6R)-3,4,5-Tris(benzyloxy)-tetrahydro-6-methylpyran-2-one